3-(5-methyl-2-piperidyl)Cyclopentanol CC1CCC(NC1)C1CC(CC1)O